N1(N=NC=C1)C[C@H]1CN(C(O1)=O)C1=CC(=C(C=C1)N1CCC2(COC2)CC1)F (R)-5-((1H-1,2,3-triazol-1-yl)methyl)-3-(3-fluoro-4-(2-oxa-7-azaspiro[3.5]nonan-7-yl)phenyl)oxazolidin-2-one